N-methyl-4-nonadecyl-N-octadecylanilinium tetrakis(pentafluorophenyl)borate ethyl-3-(4-methoxy-2-methyl-anilino)-3-oxo-propanoate C(C)OC(CC(=O)NC1=C(C=C(C=C1)OC)C)=O.FC1=C(C(=C(C(=C1[B-](C1=C(C(=C(C(=C1F)F)F)F)F)(C1=C(C(=C(C(=C1F)F)F)F)F)C1=C(C(=C(C(=C1F)F)F)F)F)F)F)F)F.C[NH+](C1=CC=C(C=C1)CCCCCCCCCCCCCCCCCCC)CCCCCCCCCCCCCCCCCC